CNC(=O)C1=NNC=C1 N-methyl-1H-pyrazole-3-carboxamide